(1r,4r)-4-carbamoylcyclohexanecarboxylic acid, lithium salt [Li+].C(N)(=O)C1CCC(CC1)C(=O)[O-]